7-Methoxy-6-(3-morpholin-4-yl-propoxy)quinazoline COC1=C(C=C2C=NC=NC2=C1)OCCCN1CCOCC1